4-(dipropynylamino)cyclohexanone C(#CC)N(C1CCC(CC1)=O)C#CC